ClC1=CC=C(C=C1)[C@@]1(N(C(C2=CC(=CC=C12)C(C(=O)NC=1C=NN(C1)C)(C)O)=O)CC1=NC=C(C=C1)Cl)OC 2-[(1R)-1-(4-chlorophenyl)-2-[(5-chloropyridin-2-yl)methyl]-1-methoxy-3-oxo-2,3-dihydro-1H-isoindol-5-yl]-2-hydroxy-N-(1-methyl-1H-pyrazol-4-yl)propionamide